isopropyl (trans-4-(5-(2-(N-(tert-butyl)sulfamoyl)-4-(2-(dimethyl amino)ethoxy)phenyl)thiazol-2-yl)cyclohexyl)carbamate C(C)(C)(C)NS(=O)(=O)C1=C(C=CC(=C1)OCCN(C)C)C1=CN=C(S1)[C@@H]1CC[C@H](CC1)NC(OC(C)C)=O